COC1=C(C=CC(=C1)C1=NN=NN1C)NC=1N=CC2=C(N1)C(=NC(=C2)C)N2CCC(CC2)(C#N)C 1-(2-((2-methoxy-4-(1-methyl-1H-tetrazol-5-yl)phenyl)amino)-6-methylpyrido[3,4-d]pyrimidin-8-yl)-4-methylpiperidine-4-carbonitrile